CC1(CC1)C1=NC(=NO1)C(=O)O 5-(1-methylcyclopropyl)-1,2,4-oxadiazole-3-carboxylic acid